tert-butyl N-((2R,5S)-1-benzyl-5-(dimethylcarbamoyl)pyrrolidine-2-carbonyl)-N-methyl-L-valinate C(C1=CC=CC=C1)N1[C@H](CC[C@H]1C(N(C)C)=O)C(=O)N([C@@H](C(C)C)C(=O)OC(C)(C)C)C